6-chloro-7-(2-fluorophenyl)-1-(2-isopropyl-4-methylpyridin-3-yl)pteridine ClC=1N=C2C=NCN(C2=NC1C1=C(C=CC=C1)F)C=1C(=NC=CC1C)C(C)C